1-phosphinopropane-1,2,3-tricarboxylic acid PC(C(CC(=O)O)C(=O)O)C(=O)O